C(C1=CC=CC=C1)C=1C2=C(N=CN1)N(C(=C2)C2=CC=C(C=C2)CO[Si](C)(C)C(C)(C)C)COCC[Si](C)(C)C 4-Benzyl-6-(4-(((tert-butyldimethylsilyl)oxy)methyl)phenyl)-7-((2-(trimethylsilyl)ethoxy)methyl)-7H-pyrrolo[2,3-d]pyrimidine